FC(C=1C=C(C=C(C1)C(F)(F)F)C1=CC=2C(N(C(C3=CC(=C4C(C23)=C1OC1=CC=CC=C14)C1=CC(=CC(=C1)C(F)(F)F)C(F)(F)F)=O)C1=CC=C(C=C1)CC(=O)OC1=CC(=C(C(=C1)OC)C=O)OC)=O)(F)F 4-Formyl-3,5-dimethoxyphenyl 2-(4-(5,11-bis(3,5-bis(trifluoromethyl)phenyl)-1,3-dioxo-1H-xantheno[2,1,9-def]isoquinolin-2(3H)-yl)phenyl)acetate